CC12C(OC(O1)C1=CC=CC=C1)CCC(C2)O cis-3a-methyl-2-phenyl-hexahydro-2H-1,3-benzodioxol-5-ol